COC1=CC=CC=C1 methylphenyl ether